C(C(C)C)C=1C=C2C(CC(C2=CC1)=O)=O 5-isobutyl-1H-indene-1,3(2H)-dione